C(C)(C)(C)OC(=O)N1C[C@@H]2[C@H](C1)CC(C2)C=C (3aR,5r,6aS)-5-vinylhexahydrocyclopenta[c]pyrrole-2(1H)-carboxylic acid tert-butyl ester